2,2,2-trifluoro-N-(6-fluoro-3-oxo-indan-1-yl)acetamide FC(C(=O)NC1CC(C2=CC=C(C=C12)F)=O)(F)F